1-(2-Fluoro-3-hydroxy-5-(3-methyl-5-(7-oxa-4-azaspiro[2.5]octan-4-yl)-1H-pyrazolo[3,4-c]pyridin-1-yl)phenyl)ethanone FC1=C(C=C(C=C1O)N1N=C(C=2C1=CN=C(C2)N2C1(CC1)COCC2)C)C(C)=O